N-(piperidin-4-yl)acrylamide N1CCC(CC1)NC(C=C)=O